COC1=C(C=C(C=C1)OC)OC 1,2,4-trimethyl-Oxybenzene